(S)-N-((R)-(3-chloro-4-fluoro-phenyl)(4-cyano-phenyl)methyl)-2-oxoimidazolidine-4-carboxamide ClC=1C=C(C=CC1F)[C@H](NC(=O)[C@H]1NC(NC1)=O)C1=CC=C(C=C1)C#N